C(CCC)N1C(C2(C3=CC(=CC=C13)Cl)C(=CC=1C(OC3=C(C12)C=CC=C3)C3=CC=C(C=C3)C)C#N)=O butyl-5'-chloro-2'-oxo-4-(p-tolyl)-4H-spiro[cyclopenta[c]benzopyran-1,3'-indoline]-2-carbonitrile